4-amino-N',1-dimethyl-N'-(2-oxabicyclo[2.1.1]hexane-1-carbonyl)-N-[[5-(trifluoromethyl)-2-pyridyl]methyl]pyrazolo[4,3-c]quinoline-8-carbohydrazide NC1=NC=2C=CC(=CC2C2=C1C=NN2C)C(=O)N(N(C(=O)C21OCC(C2)C1)C)CC1=NC=C(C=C1)C(F)(F)F